6,7-dichloro-3-(pyridin-4-ylmethyl)-1,3,4,9-tetrahydro-[1,2,6]thiadiazino[4,3-g]indole 2,2-dioxide ClC=1C=2C(=CNC2C2=C(C1)CN(S(N2)(=O)=O)CC2=CC=NC=C2)Cl